3-methyl-5-(5-methyl-7-oxo-5,6,7,8-tetrahydropteridin-4-yl)benzamide CC=1C=C(C(=O)N)C=C(C1)C1=NC=NC=2NC(CN(C12)C)=O